CC=1C=C(C=C(C1)C)NC1=NC=CC(=N1)C1=NN(C(=C1)C(=O)NCCN1CCOCC1)C 3-{2-[(3,5-dimethylphenyl)amino]pyrimidin-4-yl}-1-methyl-N-[2-(morpholin-4-yl)ethyl]-1H-pyrazole-5-carboxamide